CN1C=2C=CC(=CC2C(C2=CC(=CC=C12)S(=O)(=O)Cl)=O)S(=O)(=O)Cl 10-methyl-9-oxo-9,10-dihydroacridine-2,7-disulfonyl dichloride